1-[4-(azetidin-3-yl)-2-fluoro-phenyl]-3-(trifluoromethyl)azetidine N1CC(C1)C1=CC(=C(C=C1)N1CC(C1)C(F)(F)F)F